[Ni](O)O.[Mn].[Ni] nickel manganese nickel hydroxide